2-(2-(4-bromophenyl)piperidin-1-yl)-2-oxo-N-(pyrazolo[1,5-a]pyrimidin-3-yl)acetamide-d pyrrolidine-3,4-diylbis(methylene)bis(3-decyl-2-fluorotridecanoate) N1CC(C(C1)CC(C(=O)O)(C(CCCCCCCCCC)CCCCCCCCCC)F)CC(C(=O)O)(C(CCCCCCCCCC)CCCCCCCCCC)F.BrC1=CC=C(C=C1)C1N(CCCC1)C(C(=O)N([2H])C=1C=NN2C1N=CC=C2)=O